C1(CCC1)CC1=CC=C2C(=N1)NC=C2C2=CC=1N(C=C2)N=CC1C(=O)NCC(F)F 5-(6-(cyclobutylmethyl)-1H-pyrrolo[2,3-b]pyridin-3-yl)-N-(2,2-difluoroethyl)pyrazolo[1,5-a]pyridine-3-carboxamide